6-bromo-4-(difluoromethyl)-4-fluoroisochroman BrC=1C=C2C(COCC2=CC1)(F)C(F)F